NCC1=NNC(C2=CC=C(C=C12)C1(CC1)C(=O)N(C1CCCC=2C=CC=NC12)CC1=NC=C(C=C1)C1=C(C=CC=C1C#N)Cl)=O 1-(4-(aminomethyl)-1-oxo-1,2-dihydro-phthalazin-6-yl)-N-((5-(2-chloro-6-cyanophenyl)pyridin-2-yl)methyl)-N-(5,6,7,8-tetrahydroquinolin-8-yl)cyclopropane-1-carboxamide